CN1CCN(CC1)C1=CC=C(C=C1)NC=1N=CC2=C(N1)N(C(C=C2C#C[Si](C(C)C)(C(C)C)C(C)C)=O)C2CCC(CC2)NC(=O)CC(=O)OC Methyl 2-{[(1s,4s)-4-(2-{[4-(4-methylpiperazin-1-yl)phenyl]amino}-7-oxo-5-[2-(triisopropylsilyl)ethynyl] pyrido[2,3-d]pyrimidin-8-yl)cyclohexyl]carbamoyl}acetate